Ethyl-(E)-N-(5-((3-bromophenyl)(methyl)amino)-7-fluoro-[1,2,4]triazolo[4,3-a]quinazolin-8-yl)formylhydrazoic acid C(C)C1=NN=C2N1C1=CC(=C(C=C1C(=N2)N(C)C2=CC(=CC=C2)Br)F)C(=O)N=[N+]=[N-]